CC(CC(=O)OC=1C=C2C=C(NC2=CC1)CN)C 2-(aminomethyl)-1H-indol-5-yl 3-methylbutanoate